(Z)-N'-ethoxy-3-(1-methyl-5-(trifluoromethyl)-1H-benzo[d]imidazol-2-yl)-4-(N-methylsulfamoyl)benzamidine C(C)O\N=C(\C1=CC(=C(C=C1)S(NC)(=O)=O)C1=NC2=C(N1C)C=CC(=C2)C(F)(F)F)/N